ClC=1N=NC(=CC1)CN1N=NC(=C1)C=1C=NC=C(C1)OC 3-chloro-6-[[4-(5-methoxy-3-pyridyl)triazol-1-yl]methyl]pyridazine